1-[[2-(1,1-difluoroethyl)pyridin-4-yl]methyl]-3-[(1R,2S)-2-phenylcyclopropyl]urea FC(C)(F)C1=NC=CC(=C1)CNC(=O)N[C@H]1[C@@H](C1)C1=CC=CC=C1